7-Chlorobenzo[D]isothiazole-3-carboxylic acid ethyl ester 1,1-dioxide C(C)OC(=O)C1=NS(C2=C1C=CC=C2Cl)(=O)=O